C1=2C=3CC/C(/C3SC2CCCC1)=N\O N-[(5E)-7-thiatricyclo[6.4.0.0^[2,6]]dodeca-1(8),2(6)-dien-5-ylidene]hydroxylamine